bisbenzamidine dihydrochloride Cl.Cl.C(C1=CC=CC=C1)(=N)N.C(C1=CC=CC=C1)(=N)N